F[C@@H]1C[C@@]2(CCCN2C1)COC1=NC2=CC(=C(C=C2C(=N1)N1[C@H]2CN[C@@H](C1)C2)F)C=2C=C(C=C(C2C2CC2)Cl)O 3-(2-{[(2R,7aS)-2-fluoro-hexahydro-1H-pyrrolizin-7a-yl]methoxy}-4-[(1R,4R)-2,5-diazabicyclo[2.2.1]heptan-2-yl]-6-fluoroquinazolin-7-yl)-5-chloro-4-cyclopropylphenol